ClC=1C(=NC=C(C1)N1CC(C1)(F)F)N1C=C(C=C1C)C(=O)NC1=CC(=CC(=C1)S(=O)(=O)C)Cl 1-(3-chloro-5-(3,3-difluoroazetidin-1-yl)pyridin-2-yl)-N-(3-chloro-5-(methylsulfonyl)phenyl)-5-methyl-1H-pyrrole-3-carboxamide